FC(C1=NN2C(C=CC=C2)=C1C(=O)O)(F)F 2-(trifluoromethyl)pyrazolo[1,5-a]pyridine-3-carboxylic acid